(4-benzothiazol-2-yl-phenyl)-(4-naphthalen-2-yl-phenyl)amine S1C(=NC2=C1C=CC=C2)C2=CC=C(C=C2)NC2=CC=C(C=C2)C2=CC1=CC=CC=C1C=C2